[N-]=[N+]=[N-].[Na+].NCCCCCCN1C(=NC2=C1C=CC=C2)NC(=O)C=2C=C(C(=O)OC)C=CC2 methyl 3-((1-(6-aminohexyl)-1H-benzo[d]imidazol-2-yl)carbamoyl)benzoate Sodium azide